2,6-Di-tert-butyl-4-bromophenol C(C)(C)(C)C1=C(C(=CC(=C1)Br)C(C)(C)C)O